FC(OC1=C(C=CC(=C1F)F)[C@H]1[C@@H](O[C@]([C@@H]1C)(C(F)(F)F)C)C(=O)NC1=CC(=NC=C1)C(=O)N)F 4-((2R,3S,4R,5R)-3-(2-(difluoromethoxy)-3,4-difluorophenyl)-4,5-dimethyl-5-(trifluoromethyl)tetrahydrofuran-2-carboxamido)picolinamide